(3S,4S)-1-Cyclohexyl-4-{[5-(2,4-difluoro-phenyl)-isoxazole-3-carbonyl]-amino}-piperidine-3-carboxylic acid (cyano-dimethyl-methyl)-amide C(#N)C(C)(C)NC(=O)[C@H]1CN(CC[C@@H]1NC(=O)C1=NOC(=C1)C1=C(C=C(C=C1)F)F)C1CCCCC1